4,4'-di-tert-butyl-2,2'-dibromo-1,1'-biphenyl C(C)(C)(C)C1=CC(=C(C=C1)C1=C(C=C(C=C1)C(C)(C)C)Br)Br